2-(2-oxo-1,2-diphenylethoxy)isoindoline-1,3-dione O=C(C(ON1C(C2=CC=CC=C2C1=O)=O)C1=CC=CC=C1)C1=CC=CC=C1